BrC=1N=C2C(=CC=NC2=CC1OC)OC1=C(C=C(N)C=C1)F 4-((6-bromo-7-methoxy-1,5-naphthyridin-4-yl)oxy)-3-fluoroaniline